CC1=C(C=C(C=C1[N+](=O)[O-])C1=CC=C(C=C1)CN1CCOCC1)C(=O)OC methyl 4-methyl-4'-(morpholinomethyl)-5-nitro-(1,1'-biphenyl)-3-carboxylate